OC1=CC=C(C=C1)S(=O)(=O)C1=CC=C(C=C1)O bis(4-Hydroxyphenyl)sulfone